C(C)C(C(=O)O)C(=O)O.C(C)C(C(=O)O)C(=O)O.C(CCCCCO)O hexane-1,6-diol bis(ethyl malonate)